NC=1C(=NC=C(N1)N1CCC(CC1)(C)N)SC=1C(=C(C=CC1)NC(=O)NS(=O)(=O)C1=CC=CC=C1)Cl N-((3-((3-amino-5-(4-amino-4-methylpiperidin-1-yl)pyrazin-2-yl)thio)-2-chlorophenyl)carbamoyl)benzene-sulfonamide